CN(CCC1=CN(C2=CC=C(C=C12)OC)C(=O)N1C=C(C2=CC(=CC=C12)OC)CCN(C)C)C bis(3-(2-(dimethylamino)ethyl)-5-methoxy-1H-indol-1-yl)methanone